O=C1NC(CCC1N1C(C2=CC=C(C=C2C1=O)N1CCC2(CCN(CC2)C(C=O)(C)C)CC1)=O)=O 2-(9-(2-(2,6-dioxopiperidin-3-yl)-1,3-dioxoisoindolin-5-yl)-3,9-Diazaspiro[5.5]undecan-3-yl)-2-methylpropanal